CN1C(=C(C=C1C=1C=NN(C1)C(F)(F)F)OC(C)C1=CC=CC=C1)C(=O)N methyl-3-(1-phenylethoxy)-5-(1-(trifluoromethyl)-1H-pyrazol-4-yl)-1H-pyrrole-2-carboxamide